BrC1=CC2=C(N=CN=C2NCC2=NC=C(C=C2F)F)N=C1 6-bromo-N-((3,5-difluoropyridin-2-yl)methyl)pyrido[2,3-d]pyrimidin-4-amine